C(CCCCCC)C(CC(=O)OCCCCCCC(CCCCCCOC(CC(CCCCCCC)CCCCCCC)=O)OC(=O)OCCN(CC)CCN(CC)CC)CCCCCCC 7-(((2-((2-(diethylamino)ethyl)(ethyl)amino)ethoxy)carbonyl)oxy)tridecane-1,13-diyl bis(3-heptyldecanoate)